C1(CCC1)N1C2CC(CC1CC2)N2CCC(CC2)C=2C=C(C1=C(NC(=N1)C=1C=C(C=3N(C1)N=CN3)OC)C2)C 6-(6-(1-(8-Cyclobutyl-8-azabicyclo[3.2.1]octan-3-yl)piperidin-4-yl)-4-methyl-1H-benzo[d]imidazol-2-yl)-8-methoxy-[1,2,4]triazolo[1,5-a]pyridin